ClC=1C(=NC(=NC1)C1=C2C(=NN(C2=CC(=C1)N)C)N1CCC(CC1)N1CCN(CC1)C)C=1C=NN(C1)S(=O)(=O)C1CC1 (5-chloro-4-(1-(cyclopropanesulfonyl)-1H-pyrazol-4-yl)pyrimidin-2-yl)-1-methyl-3-(4-(4-methylpiperazin-1-yl)piperidin-1-yl)-1H-indazol-6-amine